N1N2C(C(N=C1)=O)=CC=C2 pyrrolo[2,1-f][1,2,4]triazin-4-one